S(C#N)C(=CC1=CC=CC=C1)[N+](=O)[O-] thiocyanato(nitrostyrene)